BrC=1C(=CC(=NC1)OC[C@H](C)NS(=O)(=O)C(F)(F)F)C(=O)NC1(CC1)C#N 5-bromo-N-(1-cyanocyclopropyl)-2-[(2S)-2-(trifluoromethylsulfonyl-amino)propoxy]pyridine-4-carboxamide